O[C@@]12C(=NC3=CC(=C(C=C3C1=O)C)C)N(CC2)C2=CC=C1CCCNC1=C2 (S)-3a-Hydroxy-6,7-dimethyl-1-(1,2,3,4-tetrahydroquinolin-7-yl)-1,2,3,3a-tetrahydro-4H-pyrrolo[2,3-b]quinolin-4-one